2-(((1s,4s)-4-(methylsulfonyl)cyclohexyl)amino)pyrimidin CS(=O)(=O)C1CCC(CC1)NC1=NC=CC=N1